ClC=1NN(C=C(N1)C1=CC=CC=C1)C1=CC=CC=C1 2-chloro-4,6-diphenyl-1,3,6-triazine